CN1C=2N(CCC1)CCC[NH+]2 1-methyl-2,3,4,6,7,8-hexahydro-1H-pyrimido[1,2-a]pyrimidin-9-ium